beta-D-glucopyranosyloxymethyluracil C1=CNC(=O)N(C1=O)CO[C@H]2[C@@H]([C@H]([C@@H]([C@H](O2)CO)O)O)O